COC(=O)C1=CN(C(C=C1OS(=O)(=O)C(F)(F)F)=O)C1CCC1 1-cyclobutyl-6-oxo-4-(((trifluoromethyl)sulfonyl)oxy)-1,6-Dihydropyridine-3-carboxylic acid methyl ester